FC(C(=O)O)(F)F.C(N)(OC)=O Methyl carbamate, trifluoroacetate salt